ClC1=NC(=CC(=C1)N1[C@@H](COCC1)C)Cl (R)-4-(2,6-dichloropyridin-4-yl)-3-methylmorpholine